ClC1=NC=2OC[C@@H]3[C@@H]4CC[C@H](CN3C(C2C=C1F)=O)N4C(=O)OC(C)(C)C tert-butyl (1S,2S,14R)-7-chloro-8-fluoro-11-oxo-4-oxa-6,12,17-triazatetracyclo[12.2.1.02,12.05,10]heptadeca-5(10),6,8-triene-17-carboxylate